German fluoride [F-].[GeH4]